(4R)-N-(2-cyclohexyl-1-phenyl-ethyl)-4-(4,4-diethyl-2-imino-6-oxo-hexahydropyrimidin-1-yl)chromane-6-carboxamide C1(CCCCC1)CC(C1=CC=CC=C1)NC(=O)C=1C=C2[C@@H](CCOC2=CC1)N1C(NC(CC1=O)(CC)CC)=N